(S)-N-(4-fluoro-3-methylphenyl)-2,3,6-trimethyl-4-oxo-4,5,6,7-tetrahydro-2H-pyrrolo[3,4-c]pyridine-1-carboxamide FC1=C(C=C(C=C1)NC(=O)C=1N(C(=C2C(N[C@H](CC21)C)=O)C)C)C